C(C)(C)(C)OC(=O)N1C(CN(CC1)C1=C2N=CC=NC2=C(C=C1)C(NC=1C=C(C=2N(C1)C=C(N2)C)F)=O)C.C(=C)[Si](OOC(C)(C)C)(OOC(C)(C)C)OOC(C)(C)C vinyl-tris(t-butylperoxy)silane tert-butyl-4-[8-({8-fluoro-2-methylimidazo[1,2-a]pyridin-6-yl}carbamoyl)quinoxalin-5-yl]-2-methylpiperazine-1-carboxylate